tert-Butyl (R)-4-(2-(3-(3-(cyclopropyl(2-ethoxy-4-(1H-pyrazol-4-yl)benzyl)carbamoyl)piperidin-1-yl)phenoxy)-2-methylpropanoyl)piperazine-1-carboxylate C1(CC1)N(C(=O)[C@H]1CN(CCC1)C=1C=C(OC(C(=O)N2CCN(CC2)C(=O)OC(C)(C)C)(C)C)C=CC1)CC1=C(C=C(C=C1)C=1C=NNC1)OCC